tert-butyl (S)-4-((R)-1-methylethylsulfinamido)-2-oxa-8-azaspiro[4.5]decane-8-carboxylate CC(C)[S@@](=O)N[C@@H]1COCC12CCN(CC2)C(=O)OC(C)(C)C